(S)-4-((2-(trifluoromethyl)phenyl)sulfonyl)piperazine-2-carboxylic acid FC(C1=C(C=CC=C1)S(=O)(=O)N1C[C@H](NCC1)C(=O)O)(F)F